((3-((3-amino-5-chloropyrazin-2-yl)thio)-2-chlorophenyl)imino)dimethyl-λ6-Thioketone NC=1C(=NC=C(N1)Cl)SC=1C(=C(C=CC1)N=S(C)(C)=C=O)Cl